3-(4-((4-(((adamantan-1-yl)amino)methyl)benzyl)thio)-5-fluoro-1-oxoisoindolin-2-yl)piperidine-2,6-dione tert-butyl-4-(4-aminophenyl)piperidine-1-carboxylate C(C)(C)(C)OC(=O)N1CCC(CC1)C1=CC=C(C=C1)N.C12(CC3CC(CC(C1)C3)C2)NCC2=CC=C(CSC3=C1CN(C(C1=CC=C3F)=O)C3C(NC(CC3)=O)=O)C=C2